N-[5-[5-[(1R,2S)-2-fluorocyclopropyl]-1,2,4-oxadiazol-3-yl]-2-methyl-phenyl]-7-(3-pyrrolidin-1-ylpropoxy)imidazo[1,2-a]pyridine-3-carboxamide F[C@@H]1[C@H](C1)C1=NC(=NO1)C=1C=CC(=C(C1)NC(=O)C1=CN=C2N1C=CC(=C2)OCCCN2CCCC2)C